5-bromo-3-(difluoromethoxy)-1-[(4-methoxyphenyl)methyl]pyrazolo[3,4-b]pyridine BrC=1C=C2C(=NC1)N(N=C2OC(F)F)CC2=CC=C(C=C2)OC